1-((R)-2-hydroxy-2-((1S,4R,4aS,4bR,6aR,8R,10aS,10bR,12aS)-8-hydroxy-4,8,12a-trimethyloctadecahydrochrysen-1-yl)propyl)-1H-pyrazole-4-carbonitrile O[C@](CN1N=CC(=C1)C#N)(C)[C@H]1CC[C@H]([C@H]2[C@@H]3CC[C@@H]4C[C@](CC[C@@H]4[C@H]3CC[C@]12C)(C)O)C